4-ethylphenylsulphate C(C)C1=CC=C(C=C1)OS(=O)(=O)[O-]